O1CCN(CC1)C1=CC(=NC=N1)N1CCOCC1 dimorpholinopyrimidine